1-[(2E)-2-(aminomethyl)-3-fluoroprop-2-en-1-yl]-5-oxo-1,5-dihydro-4H-1,2,4-triazol NC/C(/CN1N=CNC1=O)=C\F